2-bromo-6-(methylthio)-4-((2-(trimethylsilyl)ethoxy)methoxy)pyridine tert-Butyl-(5-(hydroxymethyl)-1-methyl-1H-pyrazol-3-yl)carbamate C(C)(C)(C)N(C(O)=O)C1=NN(C(=C1)CO)C.BrC1=NC(=CC(=C1)OCOCC[Si](C)(C)C)SC